NC1=C(C=C(C=C1C)N1CC2=CC=C(C=C2CC1=O)F)C 2-(4-amino-3,5-dimethylphenyl)-6-fluoro-1,4-dihydro-isoquinolin-3(2H)-one